tert-butyl 6-((N-(5-chloro-4-(cyclopentylmethoxy)-2-fluorobenzoyl)-sulfamoyl)amino)bicyclo[3.1.0]hexane-3-carboxylate ClC=1C(=CC(=C(C(=O)NS(=O)(=O)NC2C3CC(CC23)C(=O)OC(C)(C)C)C1)F)OCC1CCCC1